2-(1-(4-Bromophenyl)-3-(4-fluorophenyl)-1H-pyrazol-4-yl)-3-(4-methoxyphenethyl)-5-methyloxane BrC1=CC=C(C=C1)N1N=C(C(=C1)C1OCC(CC1CCC1=CC=C(C=C1)OC)C)C1=CC=C(C=C1)F